C(C)(C)(C)OC(N[C@H]1[C@@H](CCC1)N)=O N-[(1R,2R)-2-aminocyclopentyl]carbamic acid tert-butyl ester